ClC=1C=C(C=C(C1)C(F)(F)F)C=1N=CC=C2C(=C(C=NC12)C(=O)NN1CCOC2=C1C=CC=C2)N2CCOCC2 8-[3-chloro-5-(trifluoromethyl)phenyl]-N-(2,3-dihydro-1,4-benzoxazin-4-yl)-4-morpholino-1,7-naphthyridine-3-carboxamide